(1R,4R,5S)-4-Hydroxy-2-methyl-4-((3-(4,4,5,5-tetramethyl-1,3,2-dioxaborolan-2-yl)phenyl)ethynyl)-2-azabicyclo[3.1.0]hexan-3-one O[C@@]1(C(N([C@@H]2C[C@H]12)C)=O)C#CC1=CC(=CC=C1)B1OC(C(O1)(C)C)(C)C